O.O.[Na+].[Na+].S(=S)(=O)(OCCCCCCOS(=S)(=O)[O-])[O-] hexamethylene 1,6-dithiosulfate disodium salt dihydrate